CC1OC2=C(O1)C=CC(=C2C)C(=O)NCC=2C(NC(=CC2SC)C)=O 2,4-dimethyl-N-((6-methyl-4-(methylthio)-2-oxo-1,2-dihydropyridin-3-yl)methyl)benzo[d][1,3]dioxol-5-carboxamide